4-acetyl-N-(naphthalen-1-ylmethyl)-1H-pyrrole-2-carboxamide C(C)(=O)C=1C=C(NC1)C(=O)NCC1=CC=CC2=CC=CC=C12